C1(=CC=CC=C1)OP(=O)(OC1=CC=CC=C1)F diphenylphosphonofluoride